O=C(C(=O)[O-])C(=O)[O-].[Li+].[Li+] dilithium ketomalonate